1-methyl-5-oxo-1,4,9-triazaspiro[5.5]undecane-9-carboxamide CN1CCNC(C12CCN(CC2)C(=O)N)=O